C(C)(C)(C)C(C=O)(CC1=CC=CC=C1)C tert-butyl-α-methyldihydrocinnamaldehyde